NCCCOC1=CC=C(C=N1)C1=CC=2C3=C(C=NC2C=C1)NC(N3C(C)C)=O 8-[6-[3-(AMINO)PROPOXY]-3-PYRIDYL]-1-ISOPROPYL-IMIDAZO[4,5-C]QUINOLIN-2-ON